3-(4-Chloro-7H-pyrrolo[2,3-d]pyrimidin-7-yl)cyclohexan-1-ol ClC=1C2=C(N=CN1)N(C=C2)C2CC(CCC2)O